C(C)OC(=O)C1=CC(=NC(=C1F)O)O 5-fluoro-2,6-dihydroxypyridine-4-carboxylic acid ethyl ester